CN1N=CC=2C1=CC=C1N=C(C=3CCCCC3C21)C2=CC=C(C=C2)O 4-(3-methyl-8,9,10,11-tetrahydro-3H-pyrazolo[4,3-a]phenanthridin-7-yl)phenol